O[C@@H](/C=C/C#C/C=C/C=C/[C@@H]1[C@@H](OC(O1)(C)C)C\C=C/CCC(=O)OC)C\C=C/CC methyl (Z)-6-((4S,5R)-5-((R,1E,3E,7E,11Z)-9-hydroxytetradeca-1,3,7,11-tetraen-5-yn-1-yl)-2,2-dimethyl-1,3-dioxolan-4-yl)hex-4-enoate